(1S)-2-amino-1-[2-[4-chloro-2-(2-methyl-6-morpholin-4-ylpyrimidin-4-yl)oxyphenyl]pyrimidin-5-yl]ethanol NC[C@@H](O)C=1C=NC(=NC1)C1=C(C=C(C=C1)Cl)OC1=NC(=NC(=C1)N1CCOCC1)C